C\C(=C/CC1=C(C=CC=C1O)O)\CCC=C(C)C 2-[(2E)-3,7-Dimethylocta-2,6-dienyl]benzene-1,3-diol